(R)-N-(1-cyanopyrrolidin-3-yl)-6-(1-methyl-1H-pyrazol-4-yl)imidazo[1,2-a]pyridine-2-carboxamide C(#N)N1C[C@@H](CC1)NC(=O)C=1N=C2N(C=C(C=C2)C=2C=NN(C2)C)C1